Tert-butyl N-[(2R)-3-[3-[[[(2S)-2-amino-6-(tertbutoxycarbonylamino)hexanoyl]amino]methyl]-3-hydroxy-azetidin-1-yl]-2-hydroxy-propyl]carbamate N[C@H](C(=O)NCC1(CN(C1)C[C@@H](CNC(OC(C)(C)C)=O)O)O)CCCCNC(=O)OC(C)(C)C